The molecule is a retinoid that consists of benzoic acid substituted at position 4 by a 2-(5,5,8,8-tetramethyl-5,6,7,8-tetrahydronaphthalen-2-yl)prop-1-en-1-yl group. It is a synthetic retinoid that acts as a selective agonist for the retinoic acid receptors (RAR). It has a role as an antineoplastic agent, a retinoic acid receptor agonist and a teratogenic agent. It is a member of benzoic acids, a retinoid and a member of naphthalenes. C/C(=C\\C1=CC=C(C=C1)C(=O)O)/C2=CC3=C(C=C2)C(CCC3(C)C)(C)C